P(=O)(O)(O)[O-].[K+].[Cl-].[Na+] sodium chloride Potassium dihydrogen phosphate